(S)-3-(4-chloro-6-oxo-6,8-dihydro-2H,7H-spiro[furo[2,3-e]isoindole-3,4'-piperidin]-7-yl)piperidine-2,6-dione hydrochloride Cl.ClC1=C2C(=C3CN(C(C3=C1)=O)[C@@H]1C(NC(CC1)=O)=O)OCC21CCNCC1